C(#N)C1=CC=C(C(=C1CC(=O)N)F)OC 2-(6-cyano-2-fluoro-3-methoxyphenyl)acetamide